2-chloro-4-[[4-[[(1S)-2-hydroxy-1-phenyl-ethyl]amino]-5-(1,3,4-oxadiazol-2-yl)pyrimidin-2-yl]amino]-N,N-dimethyl-benzamide ClC1=C(C(=O)N(C)C)C=CC(=C1)NC1=NC=C(C(=N1)N[C@H](CO)C1=CC=CC=C1)C=1OC=NN1